isoDecanol C(CCCCCCC(C)C)O